benzyl {3-[(1S,3R)-3-{[(2S)-butan-2-ylcarbamoyl]oxy}cyclopentyl]-1-tert-butyl-1H-pyrazol-5-yl}carbamate C[C@@H](CC)NC(=O)O[C@H]1C[C@H](CC1)C1=NN(C(=C1)NC(OCC1=CC=CC=C1)=O)C(C)(C)C